BrC1=CC=C(C=C1)N1N=C(C(=C1)N1O[C@H](C(C1CCC1=CC(=C(C=C1)N)N)=O)C)C1=CC=C(C=C1)F (2R,5S)-2-(1-(4-bromophenyl)-3-(4-fluorophenyl)-1H-pyrazol-4-yl)-3-(3,4-diaminophenethyl)-5-methylisoxazolid-4-one